(2S)-2-({5-[(1S)-1-[(5-chloro-2-methylpyridin-3-yl)amino]ethyl]thiophen-2-yl}formamido)-3-cyclopentyl-N-(2-methylcyclobutyl)propanamide ClC=1C=C(C(=NC1)C)N[C@@H](C)C1=CC=C(S1)C(=O)N[C@H](C(=O)NC1C(CC1)C)CC1CCCC1